C1(=CC=CC=C1)N(C1=CC=C(C=C1)C1=CC=2C(C(C3=CC(=CC=C3C2C=C1)C1=CC=C(C=C1)N(C1=CC=CC=C1)C1=CC=CC=C1)=O)=O)C1=CC=CC=C1 2,7-bis(4-(diphenylamino)phenyl)phenanthrene-9,10-dione